phenyltheophylline CN1C2=C(C(=O)N(C1=O)CC3=CC=CC=C3)NC=N2